rac-tert-butyl (5R)-7-hydroxy-2-azaspiro[4.4]nonane-2-carboxylate O[C@H]1C[C@]2(CCN(C2)C(=O)OC(C)(C)C)CC1 |&1:1|